1-Hepten C=CCCCCC